C(C)(C)C=1N=C(SC1CC=CC1=CC(=C(OC(CO)(C)C)C=C1)C)C1=CC=C(C=C1)C(F)(F)F 2-(4-(3-(4-isopropyl-2-(4-(trifluoromethyl)phenyl)thiazol-5-yl)prop-1-en-1-yl)-2-methylphenoxy)-2-methylpropan-1-ol